2,6,10-Trimethyl-2,6,10-triazaundecan CN(C)CCCN(CCCN(C)C)C